5-cyano-N-[2,4-difluoro-3-[1-(1-methylpyrazol-3-yl)imidazo[1,5-a]pyridin-6-yl]phenyl]-2-methoxypyridine-3-sulfonamide C(#N)C=1C=C(C(=NC1)OC)S(=O)(=O)NC1=C(C(=C(C=C1)F)C=1C=CC=2N(C1)C=NC2C2=NN(C=C2)C)F